CN1C=C(C=C(C1=O)C)C1=CC(=C(C(=O)N2CCN(CC2)C(=O)OC(C)(C)C)C=C1)OC tert-butyl 4-(4-(1,5-dimethyl-6-oxo-1,6-dihydropyridin-3-yl)-2-methoxybenzoyl)piperazine-1-carboxylate